ClC1=C(C=CC2=C1C(=NC(C(=N2)N)C)C2=C(C(=CC=C2F)OC)F)Cl 6,7-dichloro-5-(2,6-difluoro-3-methoxy-phenyl)-3-methyl-3H-1,4-benzodiazepin-2-amine